2-(3-methylbutyl)cyclohexane-1-one CC(CCC1C(CCCC1)=O)C